cyclohexanone, thiopyrylium salt [S+]1=CC=CC=C1.C1(CCCCC1)=O